N1C(=CC=CC=C1)S(=O)(=O)N Azepine-2-sulfonamide